The molecule is an organic heterotetracyclic compound 7,11b-dihydroindeno[2,1-c]chromene carrying five hydroxy substituents at positions 3, 4, 6a, 9 and 10. The most important and most used dye in histology, histochemistry, histopathology and in cytology. It has a role as a plant metabolite and a histological dye. It is an organic heterotetracyclic compound, a polyphenol, a tertiary alcohol and an oxacycle. C1C2=CC(=C(C=C2C3C1(COC4=C3C=CC(=C4O)O)O)O)O